(R)-tert-butyl 3-(1-amino-5-(ethoxycarbonyl)-4-(4-((4-ethylpyridin-2-yl)carbamoyl)phenyl)-1H-imidazol-2-yl)piperidine-1-carboxylate NN1C(=NC(=C1C(=O)OCC)C1=CC=C(C=C1)C(NC1=NC=CC(=C1)CC)=O)[C@H]1CN(CCC1)C(=O)OC(C)(C)C